BrC1=CC=C(C=C1)NC(=O)[C@@H]1N(C[C@H](C1)F)CC1=NC=CN=C1C (2R,4S)-N-(4-bromophenyl)-4-fluoro-1-[(3-methylpyrazin-2-yl)methyl]pyrrolidine-2-carboxamide